ClC1=CC=2C(=NN(N2)C2=C(C(=CC(=C2)C)C(C)(C)C)O)C=C1 2-[5-chloro-2H-benzotriazole-2-yl]-4-methyl-6-(tert-butyl)phenol